(3aR,7aR)-2-((4-bromophenyl)thio)hexahydrobenzo[d][1,3,2]oxathiaphosphole 2-sulfide BrC1=CC=C(C=C1)SP1(O[C@H]2[C@H](S1)CCCC2)=S